N-{6-[(2-chloro-5-fluorophenyl)carbonyl]-5-cyanoisoquinolin-7-yl}-5-fluoro-3-(trifluoromethyl)benzamide ClC1=C(C=C(C=C1)F)C(=O)C=1C(=C2C=CN=CC2=CC1NC(C1=CC(=CC(=C1)F)C(F)(F)F)=O)C#N